tert-butyl 3-((3-chloro-5-(prop-1-en-2-yl)isoquinolin-8-yl)oxy)azetidine-1-carboxylate ClC=1N=CC2=C(C=CC(=C2C1)C(=C)C)OC1CN(C1)C(=O)OC(C)(C)C